Di-tert-butyl 2,2'-(((6-(6-(5-(2-(((4-nitrophenyl)sulfonyl)oxy)ethoxy)pyridin-2-yl)-1,2,4,5-tetrazin-3-yl)pyridin-3-yl)methyl)azanediyl)diacetate [N+](=O)([O-])C1=CC=C(C=C1)S(=O)(=O)OCCOC=1C=CC(=NC1)C1=NN=C(N=N1)C1=CC=C(C=N1)CN(CC(=O)OC(C)(C)C)CC(=O)OC(C)(C)C